(5S)-2-oxooxazolidine-5-carboxylic acid O=C1O[C@@H](CN1)C(=O)O